BrC=1C=C2C(=NC(=NC2=CC1)NCC(OC)OC)NC(C)C1=C(C(=CC=C1)C(F)(F)F)F 6-bromo-N2-(2,2-dimethoxy-ethyl)-N4-[1-(2-fluoro-3-trifluoromethyl-phenyl)-ethyl]-quinazoline-2,4-diamine